ClC1=CC(=C(S1)C1=NC=C(C(=N1)C)O[C@@H]1C[C@H](CCC1)C(=O)[O-])CNC1=NC=CC(=N1)OC1CC1 (1S,3S)-3-((2-(5-chloro-3-(((4-cyclopropoxypyrimidin-2-yl)amino)methyl)thiophene-2-yl)-4-methylpyrimidin-5-yl)oxy)cyclohexane-1-carboxylate